C(#N)C1=CC=C(C=N1)CNC(=O)C=1C(N(C2=C(N=CC=C2C1)OCC1(CC1)S(=O)(=O)C1CC1)C)=O N-((6-cyanopyridin-3-yl)methyl)-8-((1-(cyclopropylsulfonyl)cyclopropyl)methoxy)-1-methyl-2-oxo-1,2-dihydro-1,7-naphthyridine-3-carboxamide